ethyl 2-[6-bromo-3-(trifluoromethyl)indazol-2-yl]acetate BrC=1C=CC2=C(N(N=C2C1)CC(=O)OCC)C(F)(F)F